ClC=1C=CC(=C(C1)NC(C(=O)N[C@H](C(=O)NC=1C=C2C=C(NC2=CC1)C(=O)OC(C)(C)C)CC1=CC=C(C=C1)N1C(CN(CC1)C(C)C)=O)=O)N1N=NN=C1 tert-butyl (S)-5-(2-(2-((5-chloro-2-(1H-tetrazol-1-yl) phenyl) amino)-2-oxoacetylamino)-3-(4-(4-isopropyl-2-oxopiperazin-1-yl) phenyl) propionamido)-1H-indole-2-carboxylate